(R)-N-(3-(N-(1-aminocyclobutane-1-carbonyl)-S-methylsulfonimidoyl)phenyl)-5-chloro-2-((6-fluoro-2-methylpyridin-3-yl)oxy)-4-(trifluoromethyl)benzamide NC1(CCC1)C(=O)N=[S@@](=O)(C)C=1C=C(C=CC1)NC(C1=C(C=C(C(=C1)Cl)C(F)(F)F)OC=1C(=NC(=CC1)F)C)=O